C1(=CC=CC2=CC=CC=C12)S(=O)(=O)NC=1C=CC=C2CCC(OC12)C(=O)O 8-(naphthalene-1-sulfonamido)chromane-2-carboxylic acid